(S)-3-((1-(7-bromo-4-(oxazol-5-yl)quinolin-2-yl)pyrrolidin-2-yl)methoxy)propionic acid BrC1=CC=C2C(=CC(=NC2=C1)N1[C@@H](CCC1)COCCC(=O)O)C1=CN=CO1